N1=CC(=CC=C1)C1=NC=CC=N1 pyridin-3-yl-pyrimidine